(S)-2-(N-[4-amino-5-(4-chlorobenzoyl)thiazol-2-yl]-4-fluoro-anilino)propanamide NC=1N=C(SC1C(C1=CC=C(C=C1)Cl)=O)N(C1=CC=C(C=C1)F)[C@H](C(=O)N)C